N-(cyanomethyl)-N-methylpyridine-3-carboxamide C(#N)CN(C(=O)C=1C=NC=CC1)C